benzyl (3S,4R)-3-((tert-butoxycarbonyl)amino)-4-hydroxypiperidine-1-carboxylate C(C)(C)(C)OC(=O)N[C@H]1CN(CC[C@H]1O)C(=O)OCC1=CC=CC=C1